Sodium di(2-ethylhexyl) sulfosuccinate S(=O)(=O)(O)C(C(=O)OCC(CCCC)CC)CC(=O)OCC(CCCC)CC.[Na]